[Mn].[Fe].[Na] Sodium-iron-manganese